ClC1=CC=C(C=2SC(=C(C21)CCNC2=CC(=NC=N2)C2=CC(=C(C(=O)O)C=C2)OC(F)F)C)OC 4-{6-[2-(4-Chloro-7-methoxy-2-methyl-benzo[b]thiophen-3-yl)-ethylamino]-pyrimidin-4-yl}-2-difluoromethoxybenzoic acid